CC1C(C(C(CC1)C)C(=O)[O-])C(=O)[O-].[Li+].[Li+] dilithium 3,6-dimethylcyclohexane-1,2-dicarboxylate salt